(1-(2,6-Dimethoxyphenyl)-2-(6-ethoxypyridin-2-yl)-5-(3-hydroxyazetidin-1-yl)-1H-imidazo[4,5-b]pyrazin-6-yl)methanesulfonamide COC1=C(C(=CC=C1)OC)N1C(=NC=2C1=NC(=C(N2)N2CC(C2)O)CS(=O)(=O)N)C2=NC(=CC=C2)OCC